C(C)(C)(C)OC(=O)CC(=O)N[C@@H](CC1=CC=C(C=C1)NS(O)(=O)=O)C=1SC=C(N1)CC (S)-4-{2-[2-(tert-Butoxycarbonyl)acetamido]-2-(4-ethylthiazol-2-yl)ethyl}phenylsulfamic acid